tert-butyl 3-bromo-7-cyano-6-methoxyindole-1-carboxylate BrC1=CN(C2=C(C(=CC=C12)OC)C#N)C(=O)OC(C)(C)C